BrC=1C=C2C(=NC=NC2=CC1OC)C=1C(=NN(C1)CCO[Si](C)(C)C(C)(C)C)C1=CC=CC=C1 6-bromo-4-(1-(2-((tert-butyldimethylsilyl)oxy)ethyl)-3-phenyl-1H-pyrazol-4-yl)-7-methoxyquinazoline